N-(6-((5-bromo-2-((2-methoxy-5-methyl-4-(4-(4-methylpiperazin-1-yl)piperidine-1-yl)phenyl)amino)pyrimidin-4-yl)amino)-2,3-dihydrobenzofuran-5-yl)-N-methylcyclopropanesulfonamide BrC=1C(=NC(=NC1)NC1=C(C=C(C(=C1)C)N1CCC(CC1)N1CCN(CC1)C)OC)NC1=CC2=C(CCO2)C=C1N(S(=O)(=O)C1CC1)C